N1(CCC2(CC1)OCC1=C(O2)C=CC=C1)C(=O)[O-] 4H-spiro[benzo[d][1,3]dioxine-2,4'-piperidine]-1'-carboxylate